1-(4-chlorophenyl)-3-(2-methyl-2H-indazol-5-yl)-7-(2,2,2-trifluoroethoxy)-1,8-naphthyridin-2(1H)-one ClC1=CC=C(C=C1)N1C(C(=CC2=CC=C(N=C12)OCC(F)(F)F)C1=CC2=CN(N=C2C=C1)C)=O